8-cyclopropyl-2-[(pyridin-2-yl)methyl]-4,5-dihydro-2H-furo[2,3-g]indazole-7-carboxylic acid C1(CC1)C1=C(OC=2CCC3=CN(N=C3C21)CC2=NC=CC=C2)C(=O)O